COC1=CC=C(C=C1)C1N(C1)S(=O)(=O)C1=CC=C(C=C1)C 2-(4-methoxyphenyl)-1-(4-methylphenyl)sulfonyl-aziridine